tert-butyl N-[1-(5-bromopyrimidin-2-yl)-3,3-difluorocyclobutyl]carbamate BrC=1C=NC(=NC1)C1(CC(C1)(F)F)NC(OC(C)(C)C)=O